3-(2-methoxy-6-nitrophenyl)-N,N-dimethylprop-2-yn-1-amine COC1=C(C(=CC=C1)[N+](=O)[O-])C#CCN(C)C